(3S,4S)-8-(6-amino-5-((2-amino-3-chloropyridin-4-yl)thio)pyrazin-2-yl)-3-methyl-2-oxa-8-azaspiro[4.5]Decan-4-amine NC1=C(N=CC(=N1)N1CCC2([C@@H]([C@@H](OC2)C)N)CC1)SC1=C(C(=NC=C1)N)Cl